C(C)OC1C(C(=C(CC1C)OCC)OCC)C 2,5,6-triethoxy-1,3-dimethyl-2,3-dihydro-1H-benzol